(6Z)-6-tridecyl chloride CCCCCC(CCCCCCC)Cl